C(C)C1CNC=2C=CC=C3C=C(N1C32)C3=NN2C(C(=CC(=C2)C(=O)O)F)=C3C 2-(11-ethyl-1,9-diazatricyclo[6.3.1.04,12]dodeca-2,4,6,8(12)-tetraen-2-yl)-4-fluoro-3-methyl-pyrazolo[1,5-a]pyridine-6-carboxylic acid